1-bromo-4-(cyclopropylmethoxy)-3-fluoro-2-methoxybenzene BrC1=C(C(=C(C=C1)OCC1CC1)F)OC